tert-butyl (2R,4S)-4-((6-((5-(difluoromethoxy)-1H-pyrazol-3-yl)amino)pyrazin-2-yl)oxy)-2-methylazepane-1-carboxylate FC(OC1=CC(=NN1)NC1=CN=CC(=N1)O[C@@H]1C[C@H](N(CCC1)C(=O)OC(C)(C)C)C)F